ClC=1C=C(C=CC1)[C@H]1[C@@](C1)(C(=O)NC1=NC=CC(=C1)NCC=1N=C2N(C=C(C=C2)C2CC2)C1)F |r| rac-(1S*,2S*)-2-(3-chlorophenyl)-N-(4-(((6-cyclopropylimidazo[1,2-a]pyridin-2-yl)methyl)amino)pyridin-2-yl)-1-fluorocyclopropane-1-carboxamide